(+)-Isopropenyl-4-methyl-1-cyclohexene C(=C)(C)C1=CCC(CC1)C